5-bromo-2-((S)-1-cyclopropylethyl)-7-(methylsulfinyl)isoindolin-1-one BrC=1C=C2CN(C(C2=C(C1)S(=O)C)=O)[C@@H](C)C1CC1